(S)-2-(5-Fluoropyridin-2-yl)-6-methyl-3-(pyrazolo[1,5-a]pyridin-5-yl)-6-(trifluoromethyl)-6,7-dihydro-4H-pyrazolo[5,1-c][1,4]oxazine FC=1C=CC(=NC1)C1=NN2C(CO[C@@](C2)(C(F)(F)F)C)=C1C1=CC=2N(C=C1)N=CC2